C(C1=CC=CC=C1)OC(=O)N[C@@H](C(=O)OC)CCC=C methyl (2R)-2-(benzyloxycarbonylamino)hex-5-enoate